butyl 1-oxa-6-azaspiro[2.5]octane-6-carboxylate O1CC12CCN(CC2)C(=O)OCCCC